C1(CC1)C1=NN(C2=C(C=CC=C12)OCCCN)C1=CC=CC=C1 3-((3-cyclopropyl-1-phenyl-1H-indazol-7-yl)oxy)propan-1-amine